C1=CC=CC=2C3=CC=CC=C3C(C12)COC(=O)N([C@H](C(=O)O)CCC=C)C (2S)-2-[9H-fluoren-9-ylmethoxycarbonyl(methyl)amino]hex-5-enoic acid